1-(2,2-difluoroethyl)-6-((2R,5R)-2-methyl-5-(((2-(trifluoromethyl)pyridin-3-yl)oxy)methyl)piperidin-1-yl)-1H-pyrazolo[3,4-b]pyrazine FC(CN1N=CC=2C1=NC(=CN2)N2[C@@H](CC[C@H](C2)COC=2C(=NC=CC2)C(F)(F)F)C)F